C(N)(OCC(C)C)=O isobutyl carbamate